2-(7-(diethylamino)-4-methyl-2-oxo-2H-chromen-3-yl)ethyl (4-(((dimethylamino)oxy)carbonyl)benzyl)carbamate CN(OC(=O)C1=CC=C(CNC(OCCC=2C(OC3=CC(=CC=C3C2C)N(CC)CC)=O)=O)C=C1)C